BrCC=1N=CC(=NC1)C(=O)O 5-(bromomethyl)pyrazine-2-carboxylic acid